[Mn](=O)([O-])[O-].[Mg+2] magnesium manganite